CON(C(=O)C1=NN2C(C=CC=C2)=C1)C N-methoxy-N-methylpyrazolo[1,5-a]pyridin-2-carboxamide